C1(=CC(=CC=C1)C1CCN(CC1)C(=O)C1CC2(C1)NC(OC2)=O)C2=CC=CC=C2 (2s,4s)-2-(4-([1,1'-biphenyl]-3-yl)piperidine-1-carbonyl)-7-oxa-5-azaspiro[3.4]octan-6-one